4-chloro-2-((trimethylsilyl)ethynyl)thiazole ClC=1N=C(SC1)C#C[Si](C)(C)C